1-(5-bromopyridin-2-yl)-5-cyclopropyl-1H-1,2,3-triazole BrC=1C=CC(=NC1)N1N=NC=C1C1CC1